2-methyl-1,2-dihydro-3H-pyrazol-3-one CN1NC=CC1=O